4-fluoro-3-(2,3,6-trihydropyridin-4-yl)phenol hydrochloric acid salt Cl.FC1=C(C=C(C=C1)O)C=1CCNCC1